ClC1=C(C2=C(N=N1)N(CCC2)C2=CC=C(C(=N2)C(=O)OC)C=2C=NN(C2C)CC2CCCCC2)C Methyl 6-(3-chloro-4-methyl-6,7-dihydropyrido[2,3-c]pyridazin-8(5H)-yl)-3-(1-(cyclohexylmethyl)-5-methyl-1H-pyrazol-4-yl)picolinate